N-[5-(2,6-difluoro-4-methoxyphenyl)-2-[6-(hydroxymethyl)-3-(trifluoromethyl)pyridin-2-yl]-1-methyl-3-oxo-2,3-dihydro-1H-pyrazol-4-yl]-4-(difluoromethoxy)benzamide FC1=C(C(=CC(=C1)OC)F)C1=C(C(N(N1C)C1=NC(=CC=C1C(F)(F)F)CO)=O)NC(C1=CC=C(C=C1)OC(F)F)=O